Bis(tri-sec-butyl-cyclopentadienyl)Barium(II) C(C)(CC)C1=C(C(C=C1)(C(C)CC)[Ba]C1(C(=C(C=C1)C(C)CC)C(C)CC)C(C)CC)C(C)CC